C(C)C=1C=C2C(=C(C(=NC2=C(C1)C1=NNC=C1)N1[C@@H](CNCC1)C)C1=NN(C=C1)C)C (R)-6-ethyl-4-methyl-3-(1-methyl-1H-pyrazol-3-yl)-2-(2-methylpiperazin-1-yl)-8-(1H-pyrazol-3-yl)quinoline